O[C@H](CCC)C1=CC(=C(N=N1)C1=NC=C2C=C(N=CC2=C1)NC(=O)C1CC1)C (R)-N-(7-(6-(1-hydroxybutyl)-4-methylpyridazin-3-yl)-2,6-naphthyridin-3-yl)cyclopropanecarboxamide